C1(=CC=CC2=CC3=CC=CC=C3C=C12)C(C(=O)O)CCCCCCCCCCCCCCCC.C1(=CC=CC2=CC3=CC=CC=C3C=C12)OC(CCCCCCCCCCCCCCCCC)=O.N=1C(=CN2C1COCC2)C=2C=C(C=CC2NC2=NC=C(C=C2)C(F)(F)F)S(=O)(=O)N(C)CC2=CC=C(C=C2)OC 3-(6,8-dihydro-5H-imidazo[2,1-c][1,4]oxazin-2-yl)-N-(4-methoxybenzyl)-N-methyl-4-((5-(trifluoromethyl)pyridin-2-yl)amino)benzenesulfonamide anthracenyl-stearate (Anthracyl-stearate)